C1(CCCCC1)C(=O)N1C(CCCC1(C)C)(C)C N-(cyclohexylcarbonyl)-2,2,6,6-tetramethylpiperidine